4-(4-benzyl-1-[[4-(2-methylpropyloxy)phenyl]methyl]pyrazol-3-yl)-1-methylpiperidine C(C1=CC=CC=C1)C=1C(=NN(C1)CC1=CC=C(C=C1)OCC(C)C)C1CCN(CC1)C